6-(4-((2-fluorophenyl)amino)-3-isopropyl-3H-imidazo[4,5-c]pyridin-6-yl)-2-oxo-1-((1s,3s)-3-(piperidin-1-yl)cyclobutyl)spiro[indoline-3,4'-piperidine] FC1=C(C=CC=C1)NC1=NC(=CC2=C1N(C=N2)C(C)C)C2=CC=C1C(=C2)N(C(C12CCNCC2)=O)C2CC(C2)N2CCCCC2